4-(3-bromopropyloxy)benzene-1-sulfonyl chloride BrCCCOC1=CC=C(C=C1)S(=O)(=O)Cl